C(C)OC(C[C@@H](C1=CC(=CC=C1)C=1C=NN(C1)C)N)=O (S)-3-amino-3-(3-(1-methyl-1H-pyrazol-4-yl)phenyl)propanoic acid ethyl ester